C(=O)O.C(#N)C=1C(=NC=C(C1C1=CC(=C(C=C1)C#N)F)C1=CC(=C(C=C1)OC)O)N1CCC(CC1)NCC1=CC=C(N=N1)/C=C/C(=O)NO (E)-3-(6-(((1-(3-Cyano-4-(4-cyano-3-fluorophenyl)-5-(3-hydroxy-4-methoxyphenyl)pyridin-2-yl)piperidin-4-yl)amino)methyl)pyridazin-3-yl)-N-hydroxyacrylamide formate